5-FLUORO-4-HYDROXYINDOLE-3-CARBOXALDEHYDE FC=1C(=C2C(=CNC2=CC1)C=O)O